C(C1=CC=CC=C1)OC(=O)N(C1CCN(CC1)C(=O)OC(C)(C)C)CCCO tert-Butyl 4-(((benzyloxy)carbonyl)(3-hydroxypropyl)amino)piperidine-1-carboxylate